N-(1-(3-phenyl-7-chloro-4-oxo-3,4-dihydroquinazolin-2-yl)-2-methylpropyl)-4-methylbenzamide C1(=CC=CC=C1)N1C(=NC2=CC(=CC=C2C1=O)Cl)C(C(C)C)NC(C1=CC=C(C=C1)C)=O